NC=1C2=C(N=CN1)N(C=C2C2=CC=C(C=1N2C=CN1)NC(=O)NC1=NOC(=C1)C(C)(C)C)C1CC1 1-(5-(4-amino-7-cyclopropyl-7H-pyrrolo[2,3-d]pyrimidin-5-yl)imidazo[1,2-a]pyridin-8-yl)-3-(5-(tert-butyl)isoxazol-3-yl)urea